Pyridine-5(6H)-carboxylic acid benzyl ester C(C1=CC=CC=C1)OC(=O)C1=CC=CNC1